(4-(2,3-difluoro-4-(4-pentylcyclohexyl)phenoxy)butyl)-phosphonochloride FC1=C(OCCCCOP(=O)(O)Cl)C=CC(=C1F)C1CCC(CC1)CCCCC